3-(8-(1,6-dimethyl-2-oxo-4-(trifluoromethyl)-1,2-dihydropyridin-3-yl)imidazo[1,2-a]pyridin-5-yl)propionic acid CN1C(C(=C(C=C1C)C(F)(F)F)C=1C=2N(C(=CC1)CCC(=O)O)C=CN2)=O